C1(=CC=CC=C1)COC[C@@H](C)O (R)-1-(phenylmethyloxy)propan-2-ol